benzyl (1R,3S,4S)-spiro[bicyclo[2.2.1]heptane-2,1'-cyclopentan]-3-ylcarbamate C12(CCCC1)[C@@H]1CC[C@H]([C@@H]2NC(OCC2=CC=CC=C2)=O)C1